5,6,7,8-Tetrahydrofolate C(CC[C@@H](C(=O)O)NC(=O)C1=CC=C(NCC2CNC=3N=C(N)NC(=O)C3N2)C=C1)(=O)[O-]